BrC=1C=C(C(=O)OC)C=CC1O methyl 3-bromo-4-hydroxy-benzoate